N1C(=NC=C1)[Si](C)(C)C imidazolyltrimethyl-silane